O=C1N(C(CC1)=O)OC(C([N+]#N)C1=CC=CC=C1)=O 2-(2,5-dioxopyrrolidin-1-yl)oxy-2-oxo-1-phenyl-ethanediazonium